2-methylamino-2-methyl-propanol CNC(CO)(C)C